methyl (3S)-3-amino-2-hydroxy-4-phenylbutyrate hydrochloride Cl.N[C@H](C(C(=O)OC)O)CC1=CC=CC=C1